COC1=C(C(=CC(=C1)CCC1=CC=CC=C1)OC)[C@H]1[C@@H](CCC(=C1)C)C(C([2H])([2H])[2H])=O 1-((1R,2R)-2',6'-dimethoxy-5-methyl-4'-phenethyl-1,2,3,4-tetrahydro-[1,1'-biphenyl]-2-yl)ethan-1-one-2,2,2-d3